ClC[C@H](N)C(=O)O β-Chloro-L-alanine